FC=1C=NN(C1)C1=C(C=C(C=C1)F)C(C)O 4-fluoro-1-(4-fluoro-2-(1-hydroxyethyl)phenyl)-1H-pyrazol